methyl 1H-pyrrolo[2,3-b]pyridin-5-ylcarbamate N1C=CC=2C1=NC=C(C2)NC(OC)=O